(S)-N-[(R)-[1-[(4R)-2,2-dimethyl-1,3-dioxolane-4-carbonyl]piperidin-4-yl](2-hydroxy-4,5-dimethylphenyl)methyl]-2-methylpropane-2-sulfinamide CC1(OC[C@@H](O1)C(=O)N1CCC(CC1)[C@@H](N[S@@](=O)C(C)(C)C)C1=C(C=C(C(=C1)C)C)O)C